4-(3-bromophenyl)sulfonylmorpholin BrC=1C=C(C=CC1)S(=O)(=O)N1CCOCC1